octahydro-2H-pyrrolo[3,4-c]pyridine-2-carboxylic acid C1N(CC2CNCCC21)C(=O)O